CC(CC(C)(C)C)(O)C 1,1,3,3-tetramethyl-butanol